1,2-dioleoyl-sn-glycero-3-phosphoryl-L-serine sodium salt [Na+].C(CCCCCCC\C=C/CCCCCCCC)(=O)OC[C@@H](OC(CCCCCCC\C=C/CCCCCCCC)=O)COP(=O)(O)OC[C@H](N)C(=O)[O-]